C1(=CC=CC=C1)C=1C=C(C=CC1)C1=NOC(C1)C(=O)OCC ethyl 3-(3-phenylphenyl)-4,5-dihydro-1,2-oxazole-5-carboxylate